3-(4-(4-((4-ISOPROPYLPIPERIDIN-1-YL)METHYL)BENZYLOXY)-1-OXOISOINDOLIN-2-YL)PIPERIDINE-2,6-DIONE C(C)(C)C1CCN(CC1)CC1=CC=C(COC2=C3CN(C(C3=CC=C2)=O)C2C(NC(CC2)=O)=O)C=C1